N-(6-amino-5-methyl-3-pyridyl)-2-oxo-2-[(1R,4R,5S)-4-phenyl-3-azabicyclo[3.2.1]octan-3-yl]acetamide NC1=C(C=C(C=N1)NC(C(N1C[C@@H]2CC[C@H]([C@@H]1C1=CC=CC=C1)C2)=O)=O)C